CN1C(C2(C3=NC=CC=C31)CCCCC2)=O methyl-spiro[cyclohexane-1,3'-pyrrolo[3,2-b]pyridine]-2'(1'H)-one